idoxuridin phosphate P(=O)(O)(O)OC[C@@H]1[C@H](C[C@@H](O1)N1C(=O)NC(=O)C(I)=C1)O